C(C1=CC=CC=C1)OC1CC(CC=2C3=C(C(NC12)=O)SC(=C3)C=3C=NN(C3)COCC[Si](C)(C)C)(F)F 6-(benzyloxy)-8,8-difluoro-2-(1-((2-(trimethylsilyl)ethoxy)methyl)-1H-pyrazol-4-yl)-6,7,8,9-tetrahydrothieno[2,3-c]quinolin-4(5H)-one